C(C)NC(C)(C)C N-ethyl-N-tert-butylamine